1-(4-amino-7-benzyl-2-((ethylamino)methyl)-1H-imidazo[4,5-c]quinolin-1-yl)-2-methylpropan-2-ol NC1=NC=2C=C(C=CC2C2=C1N=C(N2CC(C)(O)C)CNCC)CC2=CC=CC=C2